benzyl 7-(((benzyloxy)carbonyl)(methyl)amino)-2-(4-(2-ethoxy-2-oxoethyl)phenyl)-2,6,6-trimethylheptanoate C(C1=CC=CC=C1)OC(=O)N(CC(CCCC(C(=O)OCC1=CC=CC=C1)(C)C1=CC=C(C=C1)CC(=O)OCC)(C)C)C